C[C@H]1CCC(=NC1)C=1C=CC2=C(N=C(S2)C2CCN(CC2)C2COC2)C1 (S)-5-(5-methyl-3,4,5,6-tetrahydropyridin-2-yl)-2-(1-(oxetan-3-yl)piperidin-4-yl)benzo[d]thiazole